ClC1=C(C=CC(=C1)NC=1C=2N(C=CN1)C(=CN2)C2=CC(=C(C=C2)OC)F)C(=O)N2CCN(CC2)CCNCCO (2-Chloro-4-((3-(3-fluoro-4-methoxyphenyl)imidazo[1,2-a]pyrazin-8-yl)amino)phenyl)(4-(2-((2-hydroxyethyl)amino)ethyl)piperazin-1-yl)methanone